FC(C=1C=C(C=NC1)OC1CC2(CN(C2)C(=O)N2CC3(C2)NC(CC3)=O)C1)(F)F 2-[6-[[5-(trifluoromethyl)-3-pyridinyl]oxy]-2-azaspiro[3.3]heptane-2-carbonyl]-2,5-diazaspiro[3.4]octan-6-one